2-[(2Z)-2-(aminomethyl)-3-fluoroprop-2-en-1-yl]-4-[5-(1,3-benzodioxol-5-yl)thiophen-2-yl]methyl-2,4-dihydro-3H-1,2,4-triazol-3-one hydrochloride Cl.NC/C(/CN1N=CN(C1=O)CC=1SC(=CC1)C1=CC2=C(OCO2)C=C1)=C/F